3-bromo-2-(1,3-dioxolan-2-yl)-5-methoxyphenol BrC=1C(=C(C=C(C1)OC)O)C1OCCO1